NC1=C2NC(C(NC2=CC(=C1)Br)=O)C1CC1 5-amino-7-bromo-3-cyclopropyl-3,4-dihydro-1H-quinoxalin-2-one